N-(2-chlorobenzyl)-2-(3-(4-methoxy-2-methylphenyl)-6-oxopyridazin-1(6H)-yl)acetamide ClC1=C(CNC(CN2N=C(C=CC2=O)C2=C(C=C(C=C2)OC)C)=O)C=CC=C1